CC1=C(C(=O)N)C=C(C=C1)OCC1N(CC1)C 2-methyl-5-((1-methylazetidin-2-yl)methoxy)benzamide